5-(1-(3-morpholino-bicyclo[1.1.1]pentan-1-yl)-2-neopentyl-1H-imidazol-4-yl)-3-(tri-fluoromethyl)pyridin-2-amine O1CCN(CC1)C12CC(C1)(C2)N2C(=NC(=C2)C=2C=C(C(=NC2)N)C(F)(F)F)CC(C)(C)C